tert-butyl exo-1-(methoxymethyl)-3-azabicyclo[3.1.0]hexane-3-carboxylate COCC12CN(CC2C1)C(=O)OC(C)(C)C